perfluorooctalene FC1=C(C(=C(C(=C(C2=C(C(=C(C(=C(C(=C12)F)F)F)F)F)F)F)F)F)F)F